ClC1=C(C=C(C=C1)C#N)C=1C=C2C(=NN(C2=CC1)C(C1=CC=CC=C1)(C1=CC=CC=C1)C1=CC=CC=C1)NC(=O)[C@H]1CN(CCC1)C(=O)OC(CC)OC(C(C)(C)C)=O 1-[(2,2-Dimethylpropanoyl)oxy]propyl (3R)-3-{[5-(2-chloro-5-cyanophenyl)-1-trityl-1H-indazol-3-yl]carbamoyl}-piperidine-1-carboxylate